C12(C(C(C(CC1)C2)C(=O)O)(C(=O)O)C(=O)O)C(=O)OC(=O)C2(C1(CCC(C2C(=O)O)C1)C(=O)OC(=O)C12C(C(C(CC1)C2)C(=O)O)(C(=O)O)C(=O)O)C(=O)O bis-norbornanetetracarboxylic dianhydride